N1C(NC(C=2C1=NC1(CC2)CC=CC2=CC=CC=C21)=O)=O 2H-spiro[naphthalene-1,7'-pyrido[2,3-d]pyrimidine]-2',4'(3'H,6'H)-dione